N-[5-[2-methyl-4-(1-methylazetidin-3-yl)oxy-pyrazol-3-yl]pyrazolo[1,5-a]pyridin-2-yl]cyclopropanecarboxamide CN1N=CC(=C1C1=CC=2N(C=C1)N=C(C2)NC(=O)C2CC2)OC2CN(C2)C